methyl 5-(2-(pyrrolidin-1-yl) ethoxy)-1H-indole-2-carboxylate N1(CCCC1)CCOC=1C=C2C=C(NC2=CC1)C(=O)OC